6-(5-(6-methylpyridin-2-yl)-1-((2-(trimethylsilyl)ethoxy)methyl)-1H-imidazol-4-yl)benzo[d]oxazol-2-amine CC1=CC=CC(=N1)C1=C(N=CN1COCC[Si](C)(C)C)C1=CC2=C(N=C(O2)N)C=C1